NC=1C2=C(N=CN1)N(C(=C2C=2C=NC1=CC=CC=C1C2)C#C)C21CCC(CC2)(C1)NC(=O)[C@@H]1CN(CCO1)C (S)-N-(4-(4-amino-6-ethynyl-5-(quinolin-3-yl)-7H-pyrrolo[2,3-d]pyrimidin-7-yl)bicyclo[2.2.1]heptan-1-yl)-4-methylmorpholine-2-carboxamide